ethyl (R)-2-(1-(6-(1-methyl-5-(((methylsulfonyl)oxy)methyl)-1H-1,2,3-triazol-4-yl)-2-(trifluoromethyl)pyridin-3-yl)piperidin-3-yl)acetate CN1N=NC(=C1COS(=O)(=O)C)C1=CC=C(C(=N1)C(F)(F)F)N1C[C@H](CCC1)CC(=O)OCC